3-hydroxy-1-methyl-3-(5-(2-methyl-2H-pyrazolo[3,4-b]pyridin-5-yl)[1,3]thiazolo[5,4-b]pyridin-2-yl)cyclobutanecarbonitrile OC1(CC(C1)(C#N)C)C=1SC2=NC(=CC=C2N1)C1=CC=2C(N=C1)=NN(C2)C